NC1=NC(=NC(=N1)N)NC1CC1 2,4-diamino-6-(cyclopropylamino)-1,3,5-triazine